F[C@H]1[C@@H]2CC[C@H](C[C@H]1N(C1=CN=C(N=N1)C1=C(C=C3C(N(C=NC3=C1)C)=O)O)C)N2 7-(6-(((1S,2S,3R,5R)-2-fluoro-8-azabicyclo[3.2.1]octan-3-yl)(methyl)amino)-1,2,4-triazin-3-yl)-6-hydroxy-3-methylquinazolin-4(3H)-one